CNCC1=CC(=NC=C1)NC=1SC2=C(N1)C=CC(=C2)C2=CC=NC=C2 N-(4-((methylamino)methyl)pyridin-2-yl)-6-(pyridin-4-yl)benzo[d]thiazol-2-amine